C(C)(=O)[C@]1([C@](C(O)(O[C@@H]([C@H]1O)CO)C(C)=O)(N(C(CN=[N+]=[N-])=O)C(C)=O)C(C)=O)O tetraacetyl-N-azidoacetylglucosamine